C(C)(C)(C)C=1C(=C(C(=C(C1)OS(=O)(=O)C(F)(F)F)C(C)(C)C)C(C)(C)C)C(C)(C)C.[IH2+] iodonium (tetra-t-butylphenyl)-triflate